undecyl 6-((6-((4,4-bis(((Z)-oct-5-en-1-yl)oxy)butanoyl)oxy)hexyl)(3-hydroxypropyl)amino)hexanoate C(CCC\C=C/CC)OC(CCC(=O)OCCCCCCN(CCCCCC(=O)OCCCCCCCCCCC)CCCO)OCCCC\C=C/CC